N,N-Bis(1,3-benzodioxol-5-ylmethyl)-N-(1-butyl-2,4-diphenyl-1H-imidazol-5-ylmethyl)amine O1COC2=C1C=CC(=C2)CN(CC2=C(N=C(N2CCCC)C2=CC=CC=C2)C2=CC=CC=C2)CC2=CC1=C(OCO1)C=C2